dotriacontyl eicos-11-enoate C(CCCCCCCCCC=CCCCCCCCC)(=O)OCCCCCCCCCCCCCCCCCCCCCCCCCCCCCCCC